C12(CC3CC(CC(C1)C3)C2)N(CCCCCCCSC2=C3C(N(C(C3=CC=C2)=O)C2C(NC(CC2)=O)=O)=O)C 4-((7-((adamantan-1-yl)(methyl)amino)heptyl)thio)-2-(2,6-dioxopiperidin-3-yl)isoindoline-1,3-dione